BrC1=NN(C(=N1)Br)CC(C(F)(F)F)(F)F 3,5-dibromo-1-(2,2,3,3,3-pentafluoropropyl)-1H-1,2,4-triazole